N-(1-cyclohexyl-2-hydroxyethyl)propanamide C1(CCCCC1)C(CO)NC(CC)=O